2-chloro-6-cyclopropyl-4-[2,4-difluoro-6-(4-methyl-1,2,4-triazol-3-yl)phenyl]pyridine ClC1=NC(=CC(=C1)C1=C(C=C(C=C1C1=NN=CN1C)F)F)C1CC1